Cl.FC(C1=CC=C(C=C1)CC(=O)N1[C@@H](CCCC1)CN1CCCC1)(F)F (2S)-1-[[4-(trifluoromethyl)phenyl]acetyl]-2-(pyrrolidin-1-yl-methyl)piperidine hydrochloride